Ethyl (2S)-2-(benzhydrylideneamino)-2-[(1S)-3-oxocycloheptyl]acetate C(C1=CC=CC=C1)(C1=CC=CC=C1)=N[C@H](C(=O)OCC)[C@@H]1CC(CCCC1)=O